(R)-(2-(2-methoxy-7-methylquinoxalin-5-yl)-4-methyl-7,8-dihydro-[1,4]dioxino[2',3':3,4]benzo[1,2-d]thiazol-7-yl)methyl (2-chloropyrimidin-5-yl)carbamate ClC1=NC=C(C=N1)NC(OC[C@@H]1OC2=C(C3=C(N=C(S3)C3=C4N=CC(=NC4=CC(=C3)C)OC)C(=C2)C)OC1)=O